Cis-1-(2-(6-(Difluoromethyl)imidazo[1,2-a]pyrazin-3-yl)pyrimidin-4-yl)-2-methylpiperidine-3-carboxylic acid FC(C=1N=CC=2N(C1)C(=CN2)C2=NC=CC(=N2)N2[C@H]([C@H](CCC2)C(=O)O)C)F